4-((3-(1-((1R,4R)-5-oxaspiro[3.4]octan-1-yl)-1H-pyrazol-4-yl)-2-methoxyphenyl)amino)-6-(1-fluorocyclopropane-1-carboxamido)pyridazine-3-carboxamide [C@H]1(CC[C@]12OCCC2)N2N=CC(=C2)C=2C(=C(C=CC2)NC2=C(N=NC(=C2)NC(=O)C2(CC2)F)C(=O)N)OC